N-(((1r,4r)-4-aminocyclohexyl)methyl)-4-(2,6-dimethylmorpholino)-3-fluoroaniline NC1CCC(CC1)CNC1=CC(=C(C=C1)N1CC(OC(C1)C)C)F